4,6,7-Trifluoro-1-(triisopropylsilyl)-1H-indole FC1=C2C=CN(C2=C(C(=C1)F)F)[Si](C(C)C)(C(C)C)C(C)C